CC1(COB(O1)C=1C=CC2=C(N(C(CS2)=O)C)C1)C 6-(5,5-dimethyl-1,3,2-dioxaborolan-2-yl)-4-methyl-2H-1,4-benzothiazin-3(4H)-one